C(C)(C)(C)OC(C(CCO)(C)C)=O tert-butyl-4-hydroxy-2,2-dimethylbutanoate